C1=NS(C=CC2=C1C=CC=C2)NC(C2=CC=C(C=C2)C=2SC=CC2)=O N-(benzo[d][1,2]thiazepin-3-yl)-4-(thien-2-yl)benzamide